OC\C=C\1/CN(CCC1)C(=O)OC(C)(C)C tert-butyl (3Z)-3-(2-hydroxyethylidene)piperidine-1-carboxylate